fluoro-2-methyltetrahydrofuran FC1(OCCC1)C